S=[SiH2] Sulfenyl-silane